2-chloro-5-methyl-4,6-diphenylpyrimidine ClC1=NC(=C(C(=N1)C1=CC=CC=C1)C)C1=CC=CC=C1